C(C)(C)(C)OC(=O)N1CCC(CC1)N1C2=NC(=NC=C2N(C1=O)C)NC=1C=C2C=CC=NC2=CC1C 4-(7-methyl-2-((7-methylquinolin-6-yl)amino)-8-oxo-7,8-dihydro-9H-purin-9-yl)piperidine-1-carboxylic acid tert-butyl ester